4-(Dimethylcarbamoyl)benzamide CN(C(=O)C1=CC=C(C(=O)N)C=C1)C